FC1=C(C(=CC=C1)F)NN 2,6-difluorophenylhydrazine